FC=1C=C(C=C(C1F)F)C=1N=NN(C1)[C@@H]1[C@H]([C@H](O[C@@H]([C@@H]1O)CO)S(=O)(=O)C=1C=NC=C(C1)Br)O 5-Bromopyridin-3-yl 3-deoxy-3-[4-(3,4,5-trifluorophenyl)-1H-1,2,3-triazol-1-yl]-α-D-galactopyranosyl sulfone